NC=1SC=C(N1)C=1C=C(C=CC1)NS(=O)(=O)C1=CC=C(C=C1)CCCCC N-(3-(2-aminothiazole-4-yl)phenyl)-4-pentylbenzenesulfonamide